(S)-1-ethyl-N-(1-methylcyclopropyl)-4-((3-methylisoxazol-5-yl)methyl)-5-oxo-1,2,4,5-tetra-hydroimidazo[1,2-a]quinazoline-7-sulfonamide C(C)[C@H]1CN=C2N1C1=CC=C(C=C1C(N2CC2=CC(=NO2)C)=O)S(=O)(=O)NC2(CC2)C